3-((methylsulfonyl)methyl)-4-(1H-pyrazol-4-yl)aniline CS(=O)(=O)CC=1C=C(N)C=CC1C=1C=NNC1